5-[[2-[2-(1-benzyl-4,5,6,7-tetrahydroindazol-5-yl)-5-methyl-1-piperidyl]-2-oxo-acetyl]amino]pyridine-3-carboxamide C(C1=CC=CC=C1)N1N=CC=2CC(CCC12)C1N(CC(CC1)C)C(C(=O)NC=1C=C(C=NC1)C(=O)N)=O